((4-(6-chloropyridin-2-yl)piperidin-1-yl)methyl)-1-((oxetan-2-yl)methyl)-1H-benzo[d]imidazole-6-carboxylic acid methyl ester COC(=O)C=1C=CC2=C(N(C(=N2)CN2CCC(CC2)C2=NC(=CC=C2)Cl)CC2OCC2)C1